COC(CCSC1=C(C(=NC(=C1)NC(=O)OC(C)(C)C)C)Cl)=O 3-((6-((tert-Butoxycarbonyl)amino)-3-chloro-2-methylpyridin-4-yl)thio)propionic acid methyl ester